FC=1C(=NC=C(C1)C(F)(F)F)CNC 1-(3-fluoro-5-(trifluoromethyl)pyridin-2-yl)-N-methylmethylamine